O=C1NC(CCC1C1=CC(=NC=C1)OCCN1[C@@H](CN(C[C@@H]1C)C(=O)OC(C)(C)C)C)=O Tert-butyl (3R,5S)-4-(2-((4-(2,6-dioxopiperidin-3-yl) pyridin-2-yl) oxy) ethyl)-3,5-dimethylpiperazine-1-carboxylate